FC1=C(C(=CC=C1)OC)C=1C=C2C(=CN1)NN=C2C2=C(C(=O)N)C=CC(=C2)N2CCOCC2 (5-(2-fluoro-6-methoxyphenyl)-1H-pyrazolo[3,4-c]pyridin-3-yl)-4-morpholinylbenzamide